2-((S)-1-(1-(3-isopropyl-1,2,4-oxadiazol-5-yl)piperidin-4-yl)ethoxy)-6-(2-methyl-4-(methylsulfonyl)phenyl)imidazo[2,1-b][1,3,4]thiadiazole C(C)(C)C1=NOC(=N1)N1CCC(CC1)[C@H](C)OC1=NN2C(S1)=NC(=C2)C2=C(C=C(C=C2)S(=O)(=O)C)C